NCCOCCOC=CC(=O)NC1=C(C=CC=C1)CNC=1SC(=C(N1)C)C 3-(2-(2-aminoethoxy)ethoxy)-N-(2-(((4,5-dimethylthiazol-2-yl)amino)methyl)phenyl)propenamide